FC=1C=C(CC2=NC=CC(=C2)N2N=C(C(=C2CO)C(=O)NCCO)C)C=C(C1)C(F)(F)F 1-(2-(3-fluoro-5-(trifluoromethyl)benzyl)pyridin-4-yl)-N-(2-hydroxyethyl)-5-(hydroxymethyl)-3-methyl-1H-pyrazole-4-carboxamide